C(C)(C)(C)C1(C=CC(C=C1)(C)O)C 4-tertiary butyl-4-xylenol